3-(6-(4-Acetylpiperazin-1-yl)pyrazin-2-yl)imidazo[1,2-a]pyrazine-6-carboxamide C(C)(=O)N1CCN(CC1)C1=CN=CC(=N1)C1=CN=C2N1C=C(N=C2)C(=O)N